C1=CC=C(C=C1)C#CC(=O)O The molecule is an acetylenic compound that is propynoic acid in which the acetylenic hydrogen is replaced by a phenyl group. It is an alpha,beta-unsaturated monocarboxylic acid, an acetylenic compound and a member of benzenes. It derives from a propynoic acid.